C(CCC)OC(CCC/C=C/CCO)OCCCC (3E)-8,8-dibutoxy-3-octen-1-ol